Ethyl 2-(4-amino-6-cyclopentyl-9H-pyrimido[4,5-b]indol-9-yl)acetate NC1=NC=NC=2N(C3=CC=C(C=C3C21)C2CCCC2)CC(=O)OCC